(E)-N-((2-(4-(trifluoromethyl)styryl)oxazol-4-yl)methyl)aniline FC(C1=CC=C(/C=C/C=2OC=C(N2)CNC2=CC=CC=C2)C=C1)(F)F